[Si](C)(C)(C(C)(C)C)O[C@@H](COC1=CC(=NC(=C1)[C@@]1(COCC1)OC)C=1C=C(N2C=NC(=CC21)NC(OC(C)(C)C)=O)C)C tert-butyl (5-(4-((R)-2-((tert-butyldimethylsilyl)oxy)propoxy)-6-((S)-3-methoxytetrahydrofuran-3-yl)pyridin-2-yl)-7-methylpyrrolo[1,2-c]pyrimidin-3-yl)carbamate